N[C@H](C(=O)OC)CC1=C2CCCOC2=C(C=C1)C1=C(C=C(C(=C1)F)F)OC methyl (S)-2-amino-3-(8-(4,5-difluoro-2-methoxyphenyl)chroman-5-yl)propanoate